ClC(OC1=CC=C(C=C1)NC(=O)C=1C=C2C(=CN(C2=C(C1)C1=CC=NN1)C(C)C)CO)(F)F N-(4-(chlorodifluoromethoxy)phenyl)-3-(hydroxymethyl)-1-isopropyl-7-(1H-pyrazol-5-yl)-1H-indole-5-carboxamide